BrC1=C(N=C(S1)CC1=NC=CC=N1)C(=O)N 5-bromo-(2-pyrimidinylmethyl)-4-thiazolecarboxamide